S(=O)(=O)(O)O.O=S1(CCN(CC1)CC=1C=C2C=C(NC2=C(C1)NC1CCOCC1)C1=CC=CC=C1)=O 5-[(1,1-dioxido-4-thiomorpholinyl)methyl]-2-phenyl-N-(tetrahydro-2H-pyran-4-yl)-1H-indol-7-amine sulfate